(R)-(2-(1H-benzo[d]imidazol-1-yl)-4-(3-methylmorpholino)thieno[3,2-d]pyrimidin-7-yl) dimethylphosphino oxide CP(C)OC1=CSC2=C1N=C(N=C2N2[C@@H](COCC2)C)N2C=NC1=C2C=CC=C1